2-(2-(2-((3-(2,6-diamino-9H-purin-9-yl)propanoyl)oxy)ethoxy)ethoxy)ethyl acrylate C(C=C)(=O)OCCOCCOCCOC(CCN1C2=NC(=NC(=C2N=C1)N)N)=O